CN1N=CC=2C1=NC(=CN2)N[C@@H](C)C=2C=C(C=CC2)NC(C2=CN=C(C=C2)NC)=O (S)-N-(3-(1-((1-methyl-1H-pyrazolo[3,4-b]pyrazin-6-yl)amino)ethyl)phenyl)-6-(methylamino)nicotinamide